CN1N=CC(=C1)C=1N=CC=2N(C1)N=CC2C(=O)NC=2C(=NC=C(C2)NC(=O)C2CN(C2)C(C)C2(CC2)C)C 6-(1-methyl-1H-pyrazol-4-yl)-N-(2-methyl-5-(1-(1-(1-methylcyclopropyl)ethyl)azetidine-3-carboxamido)pyridin-3-yl)pyrazolo[1,5-a]pyrazine-3-carboxamide